2-benzoylbenzene-1,3-dicarboxylic acid C(C1=CC=CC=C1)(=O)C1=C(C=CC=C1C(=O)O)C(=O)O